ClCC(C(=O)O)C(C(=O)OC1CCCCCCC1)O 2-(chloromethyl)-4-(cyclooctyloxy)-3-hydroxy-4-oxobutanoic acid